2-methylbutanohex-5-ene CC1(CCCCC1)CCC=C